C(#N)CC(C(=O)N1CCOC2=C(C1)C=NC=C2C#N)(CC)C 4-[2-(cyanomethyl)-2-methyl-butanoyl]-3,5-dihydro-2H-pyrido[3,4-f][1,4]oxazepine-9-carbonitrile